2-(((1r,4r)-4-(((3-fluoro-phenyl)(phenyl)carbamoyl-oxy)methyl)cyclohexyl)methoxy)acetic acid FC=1C=C(C=CC1)N(C(=O)OCC1CCC(CC1)COCC(=O)O)C1=CC=CC=C1